3-(4-cyanophenyl)-N-(piperidin-4-ylmethyl)-2-(p-tolyl)imidazo[1,2-a]pyridine-6-carboxamide C(#N)C1=CC=C(C=C1)C1=C(N=C2N1C=C(C=C2)C(=O)NCC2CCNCC2)C2=CC=C(C=C2)C